(S)-1'-(6-amino-5-((2-amino-3-chloropyridin-4-yl)thio)pyrazin-2-yl)-5,6,7-trifluoro-1,3-dihydrospiro[indene-2,4'-piperidin]-1-amine NC1=C(N=CC(=N1)N1CCC2(CC1)[C@@H](C1=C(C(=C(C=C1C2)F)F)F)N)SC2=C(C(=NC=C2)N)Cl